((3-(3,3-Difluorospiro[3.3]heptane-1-carboxamido)-5-(trifluoromethyl)phenyl)-carbamoyl)(3-(pyridin-2-ylmethyl)-1,2,3-oxadiazol-3-ium-5-yl)amide FC1(CC(C12CCC2)C(=O)NC=2C=C(C=C(C2)C(F)(F)F)NC(=O)[N-]C2=C[N+](=NO2)CC2=NC=CC=C2)F